(E)-4-(3,7-dimethyloct-1,6-dienyl)benzene-1,3-diol CC(/C=C/C1=C(C=C(C=C1)O)O)CCC=C(C)C